Z-1-bromo-1,3,3-trifluoropropene Br\C(=C/C(F)F)\F